2-[4-(4-chlorophenyl)-2-cyclopropyl-5-(pyridin-4-yl)-1H-imidazol-1-yl]-1-{2-methyl-2,7-diazaspiro[3.5]non-7-yl}ethan-1-one ClC1=CC=C(C=C1)C=1N=C(N(C1C1=CC=NC=C1)CC(=O)N1CCC2(CN(C2)C)CC1)C1CC1